BrC1=C(C=CC=C1)C1=CC=C(C2=C1N=C(N=N2)NC2=C(C=C1CCN(CC1=C2)C)OC)N (2-bromophenyl)-N3-(6-methoxy-2-methyl-1,2,3,4-tetrahydroisoquinolin-7-yl)benzo[e][1,2,4]Triazine-3,8-diamine